C(C)OC(C(\C=C(\C1=CC=CC=C1)/N(CC)CC)=O)=O (Z)-4-(diethylamino)-2-oxo-4-phenylbut-3-enoic acid ethyl ester